1-(3-bromo-2-(4-fluorophenyl)-6,7-dihydropyrazolo[1,5-a]pyrazin-5(4H)-yl)-3-(dimethylamino)propan-1-one BrC=1C(=NN2C1CN(CC2)C(CCN(C)C)=O)C2=CC=C(C=C2)F